2,6-dichloro-N-[(1R)-1-phenylethyl]-benzenemethanamine ClC1=C(C(=CC=C1)Cl)CN[C@H](C)C1=CC=CC=C1